C(C1=CC=CC=C1)OC=1C=C2C=C(N(C2=CC1)S(=O)(=O)C1=CC=CC=C1)C(=O)NN 5-(Benzyloxy)-1-(phenylsulfonyl)-1H-indole-2-carbohydrazide